OC[C@@H](C1=C(C=CC=C1)C)NC(OC(C)(C)C)=O tert-butyl (R)-(2-hydroxy-1-(o-tolyl)ethyl)carbamate